CC1=C(OC(C(=O)O)CC)C(=CC(=C1)CN1N=CN(C1=O)C1=CC=C(C=C1)OC(F)(F)F)C 2-(2,6-Dimethyl-4-((5-oxo-4-(4-(tri-fluoromethoxy)phenyl)-4,5-dihydro-1H-1,2,4-triazol-1-yl)methyl)phenoxy)butyric acid